IC1=CC(=C(C=C1OC)CC(CC)NC(OC(C)(C)C)=O)OC tert-butyl (1-(4-iodo-2,5-dimethoxyphenyl)butan-2-yl)carbamate